C1(CC1)S(=O)(=O)N1N=CC(=C1)C1=NC=CC(=N1)NC1=CC(=C(C=N1)C1=NC=C(C=C1)C(=O)N1CCN(CC1)C)NC1CCC(CC1)C(C)(C)O (6'-((2-(1-(Cyclopropylsulfonyl)-1H-pyrazol-4-yl)pyrimidin-4-yl)amino)-4'-(((1s,4s)-4-(2-hydroxypropan-2-yl)cyclohexyl)amino)-[2,3'-bipyridin]-5-yl)(4-methylpiperazin-1-yl)methanone